diethyl bromomaleate Br/C(/C(=O)OCC)=C/C(=O)OCC